pyrrolidine-2-carbonylFormic acid N1C(CCC1)C(=O)C(=O)O